OC1=C(C=C(C(=C1)O)C(C)C)C1=NN=C(N1C1=CC=C(CN2CCCCC2)C=C1)O 1-(4-(3-(2,4-dihydroxy-5-isopropylphenyl)-5-hydroxy-4H-1,2,4-triazol-4-yl)benzyl)piperidin